1,3-dimethoxy-1,3-dioxopropane-2-diazonium COC(C(C(=O)OC)[N+]#N)=O